O[C@@H]1CN(C[C@@H]1O)C1=C(C=C2C(C(=CN(C2=N1)C1=C(C=C(C=C1F)F)F)C(=O)NC(CC)(CC)C)=O)F 7-[(3R,4S)-3,4-dihydroxypyrrolidin-1-yl]-6-fluoro-N-(3-methylpent-3-yl)-4-oxo-1-(2,4,6-trifluorophenyl)-1,4-dihydro-1,8-naphthyridine-3-carboxamide